(1-Methanesulfonylmethyl-3-pyrazolo[1,5-a]pyridine-3-yl-1H-pyrazolo[4,3-c]pyridine-6-yl)-(8-oxa-3-aza-bicyclo[3.2.1]oct-3-yl)-methanone CS(=O)(=O)CN1N=C(C=2C=NC(=CC21)C(=O)N2CC1CCC(C2)O1)C=1C=NN2C1C=CC=C2